4-(azetidin-1-yl)-7-bromo-2-((1S,2S)-2-(4-methylpyrimidin-2-yl)cyclopropyl)quinoline N1(CCC1)C1=CC(=NC2=CC(=CC=C12)Br)[C@@H]1[C@H](C1)C1=NC=CC(=N1)C